C1=CC=CC=2C3=CC=CC=C3C(C12)COC(=O)N[C@H](C(=O)O)CC(F)F (2S)-2-{[(9H-fluoren-9-ylmethoxy)carbonyl]amino}-4,4-difluorobutanoic acid